4-(2-(ethyl-d5)-6-fluoropyrazolo[1,5-a]pyridin-5-yl)piperazine-1-carboxylic acid tert-butyl ester C(C)(C)(C)OC(=O)N1CCN(CC1)C1=CC=2N(C=C1F)N=C(C2)C(C([2H])([2H])[2H])([2H])[2H]